3-(N-(tert-Butyl)sulfamoyl)-N-(5-((1-hydroxy-2-methylpropan-2-yl)amino)-3-(6-azaspiro[2.5]octan-6-yl)pyrazin-2-yl)benzamide C(C)(C)(C)NS(=O)(=O)C=1C=C(C(=O)NC2=NC=C(N=C2N2CCC3(CC3)CC2)NC(CO)(C)C)C=CC1